1-octylnonyl 8-[3-[[4-[3-[[8-(1-octylnonoxy)-8-oxo-octyl]-(6-oxo-6-undecoxy-hexyl)amino]propylamino]-4-oxo-butanoyl]amino]propyl-(6-oxo-6-undecoxy-hexyl)amino]octanoate C(CCCCCCC)C(CCCCCCCC)OC(CCCCCCCN(CCCNC(CCC(=O)NCCCN(CCCCCCCC(=O)OC(CCCCCCCC)CCCCCCCC)CCCCCC(OCCCCCCCCCCC)=O)=O)CCCCCC(OCCCCCCCCCCC)=O)=O